5,5-Dimethyl-4-oxo-3'H-spiro[cyclohexane-1,1'-furo[3,4-c]pyridin] CC1(C(CCC2(OCC=3C=NC=CC32)C1)=O)C